(2S,3S)-2-amino-1-(3-((4-fluorophenyl)amino)-8,8-dimethyl-2-(3,4,5-trifluorophenyl)-5,6-dihydroimidazo[1,2-a]pyrazin-7(8H)-yl)-3-hydroxybutan-1-one N[C@H](C(=O)N1C(C=2N(CC1)C(=C(N2)C2=CC(=C(C(=C2)F)F)F)NC2=CC=C(C=C2)F)(C)C)[C@H](C)O